CC1=CC=C(C=C1)CC2=CC=C(C=C2)C 4,4'-dimethyldiphenylmethane